BrC1=C(C=CC=C1)N1N=C(C=C1C1=CC(=CC=C1)OCC(C)(C)C)CO [1-(2-Bromophenyl)-5-[3-(2,2-dimethylpropoxy)-phenyl]-1H-pyrazol-3-yl]methanol